6-chloro-N-(5-chloro-3-fluoro-6-methoxypyridin-2-yl)-1H-indole-3-sulfonamide ClC1=CC=C2C(=CNC2=C1)S(=O)(=O)NC1=NC(=C(C=C1F)Cl)OC